CCCCOC1=CC2=C(C=C1)C3(C4=CC=CC=C4C(=O)O3)C5=CC(C(=O)C(=C5O2)I)I 5,7-diiodo-3-butoxy-6-fluorone